C1(=CC=CC=C1)C1=C(C=C(C=C1)CNC1=C(C=CC=C1)/C=C/C(=O)OC)C(F)(F)F methyl (2E)-3-[2-([[4-phenyl-3-(trifluoromethyl)phenyl]methyl]amino)phenyl]prop-2-enoate